1-butyl-4-amino-1,2,4-triazole bromine salt [Br].C(CCC)N1N=CN(C1)N